4-(tert-butylamino)-2-(((S)-2,3,4,5-tetrahydro-3-hydroxybenzo[b][1,4]oxazepin-7-yl)amino)pyrimidine-5-carboxamide C(C)(C)(C)NC1=NC(=NC=C1C(=O)N)NC1=CC2=C(OC[C@H](CN2)O)C=C1